CCCCCCCCCCCC(=O)N(C)CCS(=O)(=O)[O-].[Na+] Sodium methyl lauroyl taurate